BrC1=CC(=C(C=C1)OC)F 4-bromo-2-fluoro-1-methoxy-benzene